NC1=C2C(=NC=N1)N(N=C2C#CC2=CC1=C(N(C=N1)CC)C(=C2Cl)F)[C@H]2C[C@@H](N(C2)C(C=C)=O)COC 1-[(2R,4S)-4-[4-amino-3-[2-(6-chloro-1-ethyl-7-fluoro-1,3-benzodiazol-5-yl)ethynyl]pyrazolo[3,4-d]pyrimidin-1-yl]-2-(methoxymethyl)pyrrolidin-1-yl]prop-2-en-1-one